2-(3-hydroxypropyl)-3,4-dihydroisoquinolin-1-one OCCCN1C(C2=CC=CC=C2CC1)=O